BrC1=C(C(C(=O)OC)=CC(=C1)NS(=O)(=O)C1=C(C=CC=C1)OC(F)(F)F)C(=O)OC dimethyl 3-bromo-5-((2-(trifluoromethoxy)phenyl)sulfonamido)phthalate